C(C1=CC=CC=C1)OC1=NC=C(C=C1C)[N+](=O)[O-] 2-Benzyloxy-3-methyl-5-nitro-pyridine